C1(=CC=CC2=CC=CC=C12)N=C=O 1-naphthyl isocyanate